BrC1=CC=C(C=C1)C1=NNC=N1 (4-bromophenyl)-[1,2,4]triazol